(R)-6-Bromochroman-3-amine hydrochloride Cl.BrC=1C=C2C[C@H](COC2=CC1)N